C/C/1=C\CC(/C=C\C/C(=C\CC1)/C)(C)C Alpha-Humulen